BrC1=C(C(=C(C(=C1)[N+](=O)[O-])OC)Cl)C 1-bromo-3-chloro-4-methoxy-2-methyl-5-nitrobenzene